(2R,4S)-1-(((9H-fluoren-9-yl)methoxy)carbonyl)-4-(1H-tetrazol-5-yl)pyrrolidine-2-carboxylic acid C1=CC=CC=2C3=CC=CC=C3C(C12)COC(=O)N1[C@H](C[C@@H](C1)C1=NN=NN1)C(=O)O